NC=1N=CC(=NC1)C#CC=1C=C(C(=O)N[C@H](CO)CCOC(F)(F)F)C=CC1OC(F)F 3-[2-(5-Aminopyrazin-2-yl)ethynyl]-4-(difluoromethoxy)-N-[(2S)-1-hydroxy-4-(trifluoromethoxy)butan-2-yl]benzamide